(1R,3S)-3-(5-{5-[(2-formylphenyl)carbamoyl]-2-methylpyrazole-3-amido}-2H-pyrazol-3-yl)cyclopentyl N-isopropylcarbamate C(C)(C)NC(O[C@H]1C[C@H](CC1)C=1NN=C(C1)NC(=O)C=1N(N=C(C1)C(NC1=C(C=CC=C1)C=O)=O)C)=O